FC1=C(C=C(C=C1)NC(C=C)=O)NC1=NC(=NC=C1C1=CC=C(C=C1)C(F)(F)F)NC=1N=CN(C1)C N-(4-fluoro-3-((2-((1-methyl-1H-imidazol-4-yl)amino)-5-(4-(trifluoromethyl)phenyl)pyrimidin-4-yl)amino)phenyl)acrylamide